NC(C(C)(C)NC(=O)C1=C(OC2=C1C=C(C=C2)OCC=2C(=NC=CC2)OC)C)=O N-(1-amino-2-methyl-1-oxopropan-2-yl)-5-((2-methoxypyridin-3-yl)methoxy)-2-methylbenzofuran-3-carboxamide